(3-Aminopropylamino)-10-trifluoromethyl-12H-thiochromeno[2,3-c]Quinolin-12-one NCCCNC1=C2C3=C(C=NC2=CC=C1)SC=1C=CC(=CC1C3=O)C(F)(F)F